C(C1=CC=CC=C1)OC1=NC(=CC=C1N1C(N(C2=C1C=CC(=C2)NC2=C(C=C(C=C2)CC(=O)[O-])F)C)=O)OCC2=CC=CC=C2 2-(4-((1-(2,6-bis(benzyloxy)pyridin-3-yl)-3-methyl-2-oxo-2,3-dihydro-1H-benzo[d]imidazol-5-yl)amino)-3-fluorophenyl)acetate